4-[[2-(Benzoylamino)-1-oxopropyl]amino]pentanoic acid C(C1=CC=CC=C1)(=O)NC(C(=O)NC(CCC(=O)O)C)C